C(#N)C=1C=CC=C2CCN(CC12)C1=CC=CC(=N1)N1CCN(CC1)CC1=NC2=C(N1C[C@H]1OCC1)C=C(C=C2)C(=O)O (S)-2-((4-(6-(8-cyano-3,4-dihydroisoquinolin-2(1H)-yl)pyridin-2-yl)piperazin-1-yl)methyl)-1-(oxetan-2-ylmethyl)-1H-benzo[d]imidazole-6-carboxylic acid